2-Cyano-5-trifluoromethylpyridine C(#N)C1=NC=C(C=C1)C(F)(F)F